trans-(1-((5-(Aminomethyl)thiophen-2-yl)sulfonyl)-5-phenylpiperidin-3-yl)(1,1-dioxidothiomorpholino)methanone 2,2,2-trifluoroacetate FC(C(=O)O)(F)F.NCC1=CC=C(S1)S(=O)(=O)N1C[C@H](C[C@@H](C1)C1=CC=CC=C1)C(=O)N1CCS(CC1)(=O)=O